4-isopropyl-5-(trifluoromethyl)pyrimidine-2,4-diamine C(C)(C)C1(NC(=NC=C1C(F)(F)F)N)N